BrC=1C=NN2C1N=C(C=C2)N2CC1=C(CC2)N(C=N1)CC1CC1 5-(3-bromopyrazolo[1,5-a]pyrimidin-5-yl)-1-(cyclopropylmethyl)-4,5,6,7-tetrahydro-1H-imidazo[4,5-c]pyridine